FC=1C=C(C=CC1OC(C)C)C1=NC(=NC=C1C)NC=1C=NN(C1)C (3-fluoro-4-isopropoxyphenyl)-5-methyl-N-(1-methyl-1H-pyrazol-4-yl)pyrimidin-2-amine